C(C)(C)N(C(C)C)OP(=O)(ON(C(C)C)C(C)C)OCCC#N 3-((bis(diisopropylamino)phosphono)oxy)propionitrile